(4-(2-((3-amino-6-(2-hydroxyphenyl)pyridazin-4-yl)oxy)ethyl)phenyl)(2,6-diazaspiro[3.3]heptan-2-yl)methanone NC=1N=NC(=CC1OCCC1=CC=C(C=C1)C(=O)N1CC2(C1)CNC2)C2=C(C=CC=C2)O